(R)-Diethyl 2-(1-(4-chlorophenyl)-2-nitroethyl)malonate ClC1=CC=C(C=C1)[C@H](C[N+](=O)[O-])C(C(=O)OCC)C(=O)OCC